propoxymethyl isocyanate C(CC)OCN=C=O